P(=O)([O-])([O-])[O-].[O+2].[U+6] uranium oxygen phosphate